7-methyl-3'-mesyloxyguanosine 5'-phosphorylthiophosphate triethylammonium salt C(C)[NH+](CC)CC.P(=O)#S=P([O-])([O-])OC[C@@H]1[C@]([C@H]([C@@H](O1)N1C=[N+](C=2C(=O)NC(N)=NC12)C)O)(O)OS(=O)(=O)C